COC1=C(CNC2=CC=C3C(=N2)CN(C3=O)CCNC(C)=O)C=CC=C1 N-(2-(2-((2-methoxybenzyl)amino)-5-oxo-5,7-dihydro-6H-pyrrolo[3,4-b]pyridin-6-yl)ethyl)acetamide